FC(F)O[Si](O)(O)O difluoromethyl-silicic acid